Dimethyl (E)-4-(3-chlorostyryl)isophthalate ClC=1C=C(/C=C/C2=C(C=C(C(=O)OC)C=C2)C(=O)OC)C=CC1